FC=1C(=C(C=CC1)[C@@H]1C2=C(NC(=C1C(=O)OC)C)COC2=O)C(C)C (S)-methyl 4-(3-fluoro-2-isopropylphenyl)-2-methyl-5-oxo-1,4,5,7-tetrahydrofuro[3,4-b]pyridine-3-carboxylate